C1(CC1)NC(=O)NC=1C(=NNC1)C1=NC2=C(N1)C=CC(=C2)CN2CCOCC2 1-cyclopropyl-3-(3-(5-(morpholinomethyl)-1H-benzo[d]imidazole-2-yl)-1H-pyrazole-4-yl)urea